tert-butyl 4-(2-(2,3-dihydrobenzo[b][1,4]dioxin-6-yl)-9-methyl-6-morpholino-9H-purin-8-yl)piperidine-1-carboxylate O1C2=C(OCC1)C=C(C=C2)C2=NC(=C1N=C(N(C1=N2)C)C2CCN(CC2)C(=O)OC(C)(C)C)N2CCOCC2